FC1(C(C1)CO)F 2,2-difluorocyclopropylmethanol